BrC=1C=C2C(=NC1N1CCC(CCC1)(F)F)CCC2 3-Bromo-2-(4,4-difluoroazepan-1-yl)-6,7-dihydro-5H-cyclopenta[B]pyridine